(2R,3S)-3-(2-((5-bromoquinoxalin-6-yl)amino)-4,5-dihydro-1H-imidazole-1-carbonyl)-2-((1-methyl-1H-imidazol-5-yl)methyl)pentyl acetate C(C)(=O)OC[C@@H]([C@H](CC)C(=O)N1C(=NCC1)NC=1C(=C2N=CC=NC2=CC1)Br)CC1=CN=CN1C